FC1CC(C1)N1N=C2N=C(C=CC2=C1)C1=C(C=C(C=C1C)C(F)(F)F)O 2-(2-((1s,3s)-3-fluoro-cyclobutyl)-2H-pyrazolo[3,4-b]pyridin-6-yl)-3-methyl-5-(trifluorometh-yl)phenol